2-{[(2S)-1-(dimethylamino)prop-2-yl]oxy}-4-(3-ethyl-4-methyl-5-oxo-4,5-dihydro-1H-1,2,4-triazol-1-yl)-5-fluoro-N-(2-fluoro-6-methylphenyl)benzamide CN(C[C@H](C)OC1=C(C(=O)NC2=C(C=CC=C2C)F)C=C(C(=C1)N1N=C(N(C1=O)C)CC)F)C